NC1=C(C2=C(S1)C=CC=C2C2=NC(=NO2)C2=CC=C(C=C2)C=2N(C=C(N2)C(F)(F)F)C)C#N 2-amino-4-(3-(4-(1-methyl-4-(trifluoromethyl)-1H-imidazol-2-yl)phenyl)-1,2,4-oxadiazol-5-yl)benzo[b]thiophene-3-carbonitrile